diazacyclopentadecen-3,11-dicarboxylate N1=NC(CCCCCCCC(CCCC1)C(=O)[O-])C(=O)[O-]